(1-Hydroxyl-Phosphono-2-Pyridin-3-Yl-Ethyl)-PhosPhonic Acid OC(C(C=1C=NC=CC1)P(=O)(O)O)P(O)(O)=O